7-deaza-7-carbomethoxy-6-chloropurine C(=O)(OC)C1C=NC2=NC=NC(=C12)Cl